FC(C(C)(C)C1=CC(=NO1)NC(OC1=CC=CC=C1)=O)(F)F phenyl (5-(1,1,1-trifluoro-2-methylpropan-2-yl)isoxazol-3-yl)carbamate